CC1(CC2C(CC1)O2)C=CCOCC=CC2(CC1C(CC2)O1)C 4-epoxy-4-methylcyclohexyl-2-propenyl oxide